C1(=C(C(=C(C2=C(C(=C(C(=C12)[2H])[2H])[2H])[2H])[2H])[2H])[2H])B(O)O (1-naphthalenyl-2,3,4,5,6,7,8-d7)-boronic acid